(2S,3R,4R)-4-azido-2-(benzyloxy)-6,8-dioxabicyclo[3.2.1]octan-3-ol N(=[N+]=[N-])[C@@H]1[C@H]([C@@H](C2COC1O2)OCC2=CC=CC=C2)O